5,6-dichloropicolinic acid methyl ester COC(C1=NC(=C(C=C1)Cl)Cl)=O